bisEthyl-aluminum acetate C(C)(=O)[O-].C(C)[Al+]CC